N(=NC(=O)OCC(Cl)(Cl)Cl)C(=O)OCC(Cl)(Cl)Cl bis(2,2,2-trichloroethyl) azodicarboxylate